3-((4-carbamoylphenoxy)methyl)-4-methoxybenzo[b]thiophene-2-carboxylic acid C(N)(=O)C1=CC=C(OCC=2C3=C(SC2C(=O)O)C=CC=C3OC)C=C1